O[C+]1[C+]=C(C1)O 2,4-dihydroxycyclobutenediylium